NC1=CC=C(C=C1)C1=CCN(C(CO1)=O)[C@H](C)C1=CC=CC=C1 7-(4-aminophenyl)-4-((R)-1-phenylethyl)-1,4-oxazepin-3-one